2-[2-[2-[2-[2-[2-[2-[2-(2-methoxyethoxy)ethoxy]ethoxy]ethoxy]ethoxy]ethoxy]ethoxy]ethoxy]ethyl 4-methylbenzenesulfonate CC1=CC=C(C=C1)S(=O)(=O)OCCOCCOCCOCCOCCOCCOCCOCCOCCOC